(12S)-12-methyl-18-(oxan-2-yl)-9,13-dioxa-3,5,18,19-tetraazatetracyclo[12.5.2.12,5.017,20]docosa-1(19),2(22),3,14(21),15,17(20)-hexaene C[C@H]1CCOCCCN2C=NC(C3=NN(C=4C=CC(O1)=CC34)C3OCCCC3)=C2